ClC1=CC=C(CNC2=CC=C(C=C2)C)C=C1 N-(4-chlorobenzyl)-4-methylaniline